FC1=CC=C(C(=O)NC(C)C=2N=C3CCCN(C3=CC2)C(=O)OC(C)C=2C=NC=CC2)C=C1 1-(pyridin-3-yl)ethyl 6-(1-(4-fluorobenzamido)ethyl)-3,4-dihydro-1,5-naphthyridine-1(2H)-carboxylate